4-bromo-5-methoxy-2-methylpyridazin-3(2H)-one BrC=1C(N(N=CC1OC)C)=O